OC(CCCCCCCCCC(=O)O)CCCCCCC 11-Hydroxy-octadecanoic acid